5-(((1s,3s)-3-(4-(2-(4-((2-(1H-1,2,3-triazol-1-yl)pyrimidin-4-yl)methoxy)phenyl)propan-2-yl)phenoxy)cyclobutyl)amino)-2-(2,6-dioxopiperidin-3-yl)isoindoline-1,3-dione N1(N=NC=C1)C1=NC=CC(=N1)COC1=CC=C(C=C1)C(C)(C)C1=CC=C(OC2CC(C2)NC=2C=C3C(N(C(C3=CC2)=O)C2C(NC(CC2)=O)=O)=O)C=C1